dipropionate ammonium [NH4+].C(CC)(=O)[O-].C(CC)(=O)[O-].[NH4+]